BrC1=C(C(=C(C=C1)C=1C(=CC=CC1)C1=CC=CC=C1)F)[N+](=O)[O-] bromo-2-fluoro-3-nitro-1,1':2',1''-terphenyl